tert-Butyl 4-(2-((tert-butyldimethylsilyl)oxy)ethyl)-3,3-dimethylpiperazine-1-carboxylate [Si](C)(C)(C(C)(C)C)OCCN1C(CN(CC1)C(=O)OC(C)(C)C)(C)C